FC(C=1C=C(C=C(C1)C(F)(F)F)C1=NN(C=N1)C1=C(C(=NN1C)C)[N+](=O)[O-])(F)F 3-(3,5-bis(trifluoromethyl)phenyl)-1-(1,3-dimethyl-4-nitro-1H-pyrazol-5-yl)-1H-1,2,4-triazole